N-(3-chloro-4-(6-cyano-5-fluoropyridin-2-yl)phenyl)cyclohexanesulfonamide tert-butyl-(3-(3-(9-(2,6-dioxopiperidin-3-yl)-9H-pyrido[2,3-b]indol-6-yl)propoxy)propyl)(methyl)carbamate C(C)(C)(C)OC(N(C)CCCOCCCC=1C=C2C3=C(N(C2=CC1)C1C(NC(CC1)=O)=O)N=CC=C3)=O.ClC=3C=C(C=CC3C3=NC(=C(C=C3)F)C#N)NS(=O)(=O)C3CCCCC3